ClC=1C=C2C[C@H](CC2=CC1)NC1=NC=C(C=N1)C1=NC(=NO1)C |o1:5| (S or R)-N-(5-chloro-2,3-dihydro-1H-inden-2-yl)-5-(3-methyl-1,2,4-oxadiazol-5-yl)pyrimidin-2-amine